FC=1C(=C(C=O)C=C(C1)C1=NC(=NS1)C=1C=NC(=CC1)N1CCCC1)O 3-fluoro-2-hydroxy-5-(3-(6-(pyrrolidin-1-yl)pyridin-3-yl)-1,2,4-thiadiazol-5-yl)benzaldehyde